BrC=1C=CC(=C(C1)CC#N)Cl 2-(5-bromo-2-chlorophenyl)acetonitrile